O=C(CNC(CC1=CC=CC=C1)=O)C N1-(2-oxopropyl)-2-phenylacetamide